N-((2-morpholino-6-((4-(trifluoromethoxy)phenyl)amino)pyrimidin-4-yl)methyl)picolinamide O1CCN(CC1)C1=NC(=CC(=N1)CNC(C1=NC=CC=C1)=O)NC1=CC=C(C=C1)OC(F)(F)F